2-(2-(4-methylbenzoyl)hydrazine-1-carbonyl)piperidine-1-carboxylic acid tert-butyl ester C(C)(C)(C)OC(=O)N1C(CCCC1)C(=O)NNC(C1=CC=C(C=C1)C)=O